(1S,2S)-N-(4-(((8-(2-chloroethyl)-6-cyclopropylimidazo[1,2-a]pyridin-2-yl)-methyl)amino)pyridin-2-yl)-2-(3-chlorophenyl)cyclopropane-1-carboxamide ClCCC=1C=2N(C=C(C1)C1CC1)C=C(N2)CNC2=CC(=NC=C2)NC(=O)[C@@H]2[C@H](C2)C2=CC(=CC=C2)Cl